C[Si](C)(C)CCNC(C1=C(C=CC=C1)C(F)(F)F)=O N-(trimethylsilylethyl)-2-trifluoromethyl-benzamide